((3R,5R)-3-amino-5-fluoropiperidin-1-yl)(2-(6-((3R,5R)-3-amino-5-fluoropiperidin-1-yl)-1-(cyclopropylmethyl)-1H-indol-2-yl)-4-methoxy-3-methylpyrazolo[1,5-a]pyridin-6-yl)methanone N[C@H]1CN(C[C@@H](C1)F)C(=O)C=1C=C(C=2N(C1)N=C(C2C)C=2N(C1=CC(=CC=C1C2)N2C[C@@H](C[C@H](C2)F)N)CC2CC2)OC